O(C1=CC=CC=C1)C1=CC2=C(N=C(O2)C2CN(CC23CN(C3)C(=O)OC(C)(C)C)C(=O)C3=CN=CS3)C=C1 tert-butyl 8-(6-phenoxybenzo[d]oxazol-2-yl)-6-(thiazole-5-carbonyl)-2,6-diazaspiro[3.4]octane-2-carboxylate